(1H-imidazol-4-ylmethyl)-2,3-dihydro-1H-indol N1C=NC(=C1)CN1CCC2=CC=CC=C12